C(CCC)C1OC=2C(OC1(CCCC)CCCC)=CSC2 tributyl-(2,3-dihydrothieno[3,4-b][1,4]dioxin)